FC(C=1C=CC=2N(N1)C(=CN2)C2=CC(=NC=N2)N2C[C@H](C[C@H](C2)C)N=S(=O)(C)C)F (((3S,5R)-1-(6-(6-(Difluoromethyl)imidazo[1,2-b]pyridazin-3-yl)pyrimidin-4-yl)-5-methylpiperidin-3-yl)imino)dimethyl-λ6-sulfanone